1-(2,3-bis(6-methoxypyridin-3-yl)quinolin-6-yl)-3-(2-hydroxybutyl)urea COC1=CC=C(C=N1)C1=NC2=CC=C(C=C2C=C1C=1C=NC(=CC1)OC)NC(=O)NCC(CC)O